(2R)-2-[[4-(2-chloro-4-fluoro-phenyl)-7-quinolyl]oxy]-N,N-dimethyl-propanamide ClC1=C(C=CC(=C1)F)C1=CC=NC2=CC(=CC=C12)O[C@@H](C(=O)N(C)C)C